C(C1=CC=CC=C1)OC1=C(C(=O)OC)C=C(C(=C1)OCC1=CC=CC=C1)Br methyl 2,4-bis(benzyloxy)-5-bromobenzoate